C#C.[C] carbon Vinylene